1-(3-methoxypropyl)-1H-pyrazole-5-carboxylic acid COCCCN1N=CC=C1C(=O)O